C1(CC1)C(=O)OOC1=NC2=C(C=CN=C2C=C1OC)O 1-((8-hydroxy-3-methoxy-1,5-naphthyridin-2-yl) oxy) cyclopropane-1-carboxylate